N1(CCCCCC1)C1=C(C=C2C(=N1)N=C(S2)N2CCOCC2)[N+](=O)[O-] 4-(5-(azepan-1-yl)-6-nitrothiazolo[4,5-b]pyridin-2-yl)morpholine